FC1=C(C(=CC=C1)F)C1=NC=2C=NNC2N2N=C(C=3CCCN1C23)C 8-(2,6-difluorophenyl)-14-methyl-1,3,4,7,9,15-hexazatetracyclo[7.6.1.02,6.013,16]hexadeca-2(6),4,7,13(16),14-pentaene